C(C1=CC=CC=C1)OC1=CC=C(C=C1)NC(=O)C=1C=C(N(C1C)C)C1=C(C(=O)O)C=C(C=C1)OC(F)F (4-((4-(benzyloxy)phenyl)carbamoyl)-1,5-dimethyl-1H-pyrrol-2-yl)-5-(difluoromethoxy)benzoic acid